(4-(((1r,4r)-4-(hydroxymethyl)cyclohexyl)amino)-2-((4-morpholinophenyl)amino)-7H-pyrrolo[2,3-d]pyrimidin-5-yl)(2,3,4-trifluorophenyl)methanone OCC1CCC(CC1)NC=1C2=C(N=C(N1)NC1=CC=C(C=C1)N1CCOCC1)NC=C2C(=O)C2=C(C(=C(C=C2)F)F)F